C[C@H]1O[C@H](CN(C1)C1=CC=C(C=C1)NC1=NC=NC(=C1)N1OCC[C@@H]1C1=CC=CC=C1)C N-(4-((2R,6S)-2,6-dimethylmorpholino)phenyl)-6-((R)-3-phenylisoxazolidin-2-yl)pyrimidine-4-amine